FC1=C(C(=NN1C)C)C1=NC=CC(=N1)NC=1N=CC2=C(C=CC(=C2C1)C(C)C)N1[C@@H]([C@H](C1)CS(=O)(=O)C)C N-(2-(5-fluoro-1,3-dimethyl-1H-pyrazol-4-yl)pyrimidin-4-yl)-5-isopropyl-8-((2R,3S)-2-methyl-3-((methylsulfonyl)methyl)azetidin-1-yl)isoquinolin-3-amine